FC(CN1N=C(C=2C=NC(=CC21)C2=NN(C=C2[N+](=O)[O-])C2OCCCC2)I)(C)C 1-(2-fluoro-2-methyl-propyl)-3-iodo-6-(4-nitro-1-tetrahydropyran-2-yl-pyrazol-3-yl)pyrazolo[4,3-c]pyridine